4-(2-methoxypyridin-3-yl)pyrrolidine-3-carbonitrile hydrochloride Cl.COC1=NC=CC=C1C1C(CNC1)C#N